2-(3-cyanophenyl)acetic acid C(#N)C=1C=C(C=CC1)CC(=O)O